C(C)(C)(C)OC(=O)N1C[C@@H](CCC1)NC1=C2C(=NC=C1)NC=C2C(=O)C2(CC2)C (R)-3-((3-(1-methylcyclopropane-1-carbonyl)-1H-pyrrolo[2,3-b]pyridin-4-yl)amino)piperidine-1-carboxylic acid tert-butyl ester